NC=1C=CC(=C(C1)C1(NC(=NC=C1Cl)NC1=C(C=C(C(=C1)[N+](=O)[O-])F)OC)N)OC 4-(5-amino-2-methoxyphenyl)-5-chloro-N2-(4-fluoro-2-methoxy-5-nitrophenyl)pyrimidine-2,4-diamine